3-bromo-5-chloro-4-iodobenzonitrile BrC=1C=C(C#N)C=C(C1I)Cl